P2,4,6-tripropyl-1,3,5,2,4,6-trioxatriphosphine 2,4,6-trioxide C(CC)P1(OP(OP(O1)(CCC)=O)(CCC)=O)=O